5-methoxy-3-(trifluoromethyl)-1H-pyrazole COC1=CC(=NN1)C(F)(F)F